CNC=1N=C(C(=NC1C=1C2=C(C=NC1)N(C=N2)C)C(=O)OC)NC2=CC=C(C=C2)CN2CC1(COC1)C2 Methyl 5-(methylamino)-6-(3-methylimidazo[4,5-c]pyridin-7-yl)-3-[4-(2-oxa-6-azaspiro[3.3]heptan-6-ylmethyl)anilino]pyrazine-2-carboxylate